(5-(7-bromo-8-fluoro-2-(((2R,7aS)-2-fluorohexahydro-1H-pyrrolizin-7a-yl)methoxy)quinazolin-4-yl)-3-chloro-5,6,7,8-tetrahydro-4H-pyrazolo[1,5-a][1,4]diazepin-2-yl)(morpholino)methanone BrC1=CC=C2C(=NC(=NC2=C1F)OC[C@]12CCCN2C[C@@H](C1)F)N1CC=2N(CCC1)N=C(C2Cl)C(=O)N2CCOCC2